CN(C(C1=CC=C(C(=O)NC2=NOC(=N2)C)C=C1)=O)C1CCNCC1 N1-methyl-N4-(5-methyl-1,2,4-oxadiazol-3-yl)-N1-(piperidin-4-yl)-terephthalamide